1-ethyl-1'-methyl-4,4'-bipyridine dichloride [Cl-].[Cl-].C(C)N1C=CC(C=C1)=C1C=CN(C=C1)C